COC(=O)C1=C(N(C2=C(C=CC=C12)C=1C=NN(C1)C(C)(C)C)C)C 7-(1-(tert-butyl)-1H-pyrazol-4-yl)-1,2-dimethyl-1H-indole-3-carboxylic acid methyl ester